3-((3-exo)-3-((7-((5-(1-hydroxyethyl)thiazol-2-yl)amino)-1,6-naphthyridin-5-yl)amino)-8-azabicyclo[3.2.1]octan-8-yl)propionitrile OC(C)C1=CN=C(S1)NC1=NC(=C2C=CC=NC2=C1)NC1CC2CCC(C1)N2CCC#N